1-((S)-1-(1-(2-((2-((3S,5S,7S)-adamantan-1-yl)ethyl)amino)ethyl)piperidin-4-yl)ethyl)-N-((4,6-dimethyl-2-oxo-1,2-dihydropyridin-3-yl)methyl)-2-methyl-1H-indole-3-carboxamide C12(CC3CC(CC(C1)C3)C2)CCNCCN2CCC(CC2)[C@H](C)N2C(=C(C3=CC=CC=C23)C(=O)NCC=2C(NC(=CC2C)C)=O)C